BrC=1SC(=CC1)C=C(Br)Br 2-bromo-5-(2,2-dibromovinyl)thiophene